ClC(C)(C)C1OC(OC(O1)C(C)(C)Cl)C(C)(C)Cl 2,4,6-tris(2-chloro-2-propyl)-1,3,5-trioxane